N4-(4-methoxybutyl)-N2,N2,N6,N6-tetrakis(2-methoxyethyl)-8-(4-methoxypiperidin-1-yl)pyrimido[5,4-d]pyrimidine-2,4,6-triamine COCCCCNC=1C2=C(N=C(N1)N(CCOC)CCOC)C(=NC(=N2)N(CCOC)CCOC)N2CCC(CC2)OC